N4-(3,4-dimethoxybenzyl)-N2,N2,N6,N6-tetrakis(2-methoxyethyl)-8-(4-methoxypiperidin-1-yl)pyrimido[5,4-d]pyrimidine-2,4,6-triamine COC=1C=C(CNC=2C3=C(N=C(N2)N(CCOC)CCOC)C(=NC(=N3)N(CCOC)CCOC)N3CCC(CC3)OC)C=CC1OC